2-(3-(4-chlorophenyl)-4-phenyl-N'-((4-(trifluoromethyl)phenyl)sulfonyl)-1,4,5,6-tetrahydropyridazine-1-carboximidamido)-3-methylbutanamide ClC1=CC=C(C=C1)C1=NN(CCC1C1=CC=CC=C1)C(NC(C(=O)N)C(C)C)=NS(=O)(=O)C1=CC=C(C=C1)C(F)(F)F